(4-nitrophenyl)(2,4,6-trimethylphenyl)iodonium [N+](=O)([O-])C1=CC=C(C=C1)[I+]C1=C(C=C(C=C1C)C)C